(rac)-2'-[6-amino-5-(trifluoromethyl)pyridin-3-yl]-N-[3-(methylsulfamoyl)pyridin-2-yl]-5',6'-dihydrospiro[pyrrolidine-3,4'-pyrrolo[1,2-b]pyrazole]-1-carboxamide NC1=C(C=C(C=N1)C=1C=C2N(N1)CC[C@]21CN(CC1)C(=O)NC1=NC=CC=C1S(NC)(=O)=O)C(F)(F)F |r|